SCCC(=O)O.SCCC(=O)O.SCCC(=O)O.CCC propane tris(3-mercaptopropionate)